1-(2-((Boc)amino)ethyl)-4-chloro-1H-pyrazole-3,5-dicarboxylic acid diethyl ester C(C)OC(=O)C1=NN(C(=C1Cl)C(=O)OCC)CCNC(=O)OC(C)(C)C